ClC=1C=C(NC2(CCC3([C@H](CC4=CC=CC=C34)CCCOC3=C4C=CNC4=CC=C3)CC2)C(=O)O)C=CC1 (1r,2'S,4S)-4-(3-chloroanilino)-2'-{3-[(1H-indol-4-yl)oxy]propyl}-2',3'-dihydrospiro[cyclohexane-1,1'-indene]-4-carboxylic acid